bis(2-hydroxyethyl)amino-2-hydroxymethyl-1,3-propanediol OCCN(CCO)C(C(CO)CO)O